2-(2-aminopyridin-3-yl)-3-(4-(chloromethyl)phenyl)-5-methyl-3H-imidazo[4,5-b]pyridine-6-carbonitrile NC1=NC=CC=C1C1=NC=2C(=NC(=C(C2)C#N)C)N1C1=CC=C(C=C1)CCl